(dimethoxyiodo)benzene COI(OC)C1=CC=CC=C1